2-([1,1'-Biphenyl]-4-yl)-4-phenyl-6-(3-(triphenylen-2-yl)phenyl)-1,3,5-triazine C1(=CC=C(C=C1)C1=NC(=NC(=N1)C1=CC=CC=C1)C1=CC(=CC=C1)C1=CC=2C3=CC=CC=C3C3=CC=CC=C3C2C=C1)C1=CC=CC=C1